(9Z,12Z)-octadeca-9,12-dien-1-yl (9Z,12Z)-octadeca-9,12-dienoate C(CCCCCCC\C=C/C\C=C/CCCCC)(=O)OCCCCCCCC\C=C/C\C=C/CCCCC